FC1=C(C(=O)NC2=NC(=CC=C2)C=2N3C(=NN2)CC[C@H]3C)C=C(C(=C1)C)N1C=NC(=C1)C(C)(C)O (R)-2-fluoro-5-(4-(2-hydroxypropan-2-yl)-1H-imidazol-1-yl)-4-methyl-N-(6-(5-methyl-6,7-dihydro-5H-pyrrolo[2,1-c][1,2,4]triazol-3-yl)pyridin-2-yl)benzamide